N-((1s,3s)-3-(6-((4-(1-(7-(2-(2,6-dioxopiperidin-3-yl)-1,3-dioxoisoindoline-4-yl)-7-azaspiro[3.5]nonan-2-yl)piperidin-4-yl)phenyl)amino)-9H-purin-9-yl)cyclobutyl)-2-phenylacetamide O=C1NC(CC[C@@H]1N1C(C2=CC=CC(=C2C1=O)N1CCC2(CC(C2)N2CCC(CC2)C2=CC=C(C=C2)NC2=C3N=CN(C3=NC=N2)C2CC(C2)NC(CC2=CC=CC=C2)=O)CC1)=O)=O